(3R,5R)-5-(3-((2-(methoxymethyl) pyrazolo[1,5-a]pyrazin-4-yl)amino)-1H-pyrazol-5-yl)tetrahydrofuran-3-yl ((S)-sec-butyl)carbamate [C@H](C)(CC)NC(O[C@H]1CO[C@H](C1)C1=CC(=NN1)NC=1C=2N(C=CN1)N=C(C2)COC)=O